3-azabicyclo[3.2.1]octan-3-yl-[3-bromo-1-(methylsulfanylmethyl)pyrazolo[4,3-c]pyridin-6-yl]methanone C12CN(CC(CC1)C2)C(=O)C2=CC1=C(C=N2)C(=NN1CSC)Br